(M)-4-(1,6-dimethyl-1H-indazol-7-yl)-7,7-dimethyl-2-(2-(2-propenoyl)-2,6-diazaspiro[3.4]octan-6-yl)-7,8-dihydro-5H-pyrano[4,3-b]pyridine-3-carbonitrile CN1N=CC2=CC=C(C(=C12)C1=C2C(=NC(=C1C#N)N1CC3(CN(C3)C(C=C)=O)CC1)CC(OC2)(C)C)C